NC=1C=C(OCCCCCCCOC2=CC(=CC=C2)N)C=CC1 1,7-di(3-aminophenoxy)heptane